C(C)(C)(C)OC(=O)N1CCN(CC1)C1=CC(=C(C=C1)OC)CC(=O)N 4-(3-(2-amino-2-oxoethyl)-4-methoxyphenyl)piperazine-1-carboxylic acid tert-butyl ester